C(C)N1C(=NC2=C(C=CC=C2C1=O)[C@@H](C)NC1=C(C=CC=C1)S(=O)(=O)C)N1CCOCC1 (R)-3-ethyl-8-(1-((2-(methylsulfonyl)phenyl)amino)ethyl)-2-morpholinoquinazolin-4(3H)-one